N1CC(C1)C1=CC=C(C=C1)S(=O)(=O)CC#N 2-[4-(azetidin-3-yl)phenyl]Sulfonyl-acetonitrile